5-(4-fluoro-benzyloxy)-4-methoxy-pyridine-2-carboxylic acid FC1=CC=C(COC=2C(=CC(=NC2)C(=O)O)OC)C=C1